N,N-di-tert-butyl-monoethyl-amine C(C)(C)(C)N(C(C)(C)C)CC